(6-((3'-(aminomethyl)-2'-methyl-[1,1'-biphenyl]-3-yl)methoxy)-2-methoxypyridin-3-yl)methylamine NCC=1C(=C(C=CC1)C1=CC(=CC=C1)COC1=CC=C(C(=N1)OC)CN)C